5-(6,7-difluoro-3-(1H-imidazol-1-yl)-5-methoxy-1-methyl-1H-indol-2-yl)-N,N-dimethyl-4H-1,2,4-triazole-3-carboxamide FC1=C(C=C2C(=C(N(C2=C1F)C)C=1NC(=NN1)C(=O)N(C)C)N1C=NC=C1)OC